BrC=1C(=NC(=NC1)NC1CCN(CC1)S(=O)(=O)CCN1C(C=2C(C1=O)=CC=CC2)=O)NC2=C(C(=O)N)C(=CC=C2)F 2-((5-bromo-2-((1-(2-phthalimidoethanesulfonyl)piperidin-4-yl)amino)pyrimidin-4-yl)amino)-6-fluorobenzamide